(R)-3'-methyl-3,4,5,6-tetrahydro-[1,1'-biphenyl]-3-ol CC=1C=C(C=CC1)C1=C[C@@H](CCC1)O